C(C)(C)(C)OC(NC1=NC=CC2=CC=C(C=C12)CNC(=O)OC(C)(C)C)=O (7-(((tert-butoxycarbonyl)amino)methyl)isoquinolin-1-yl)carbamic acid tert-butyl ester